IC(C(C(F)(F)F)(C(F)(F)F)F)(F)F 1-iodo-1,1,2,3,3,3-hexafluoro-2-(trifluoromethyl)propane